methyl 1-(2,5-dioxo-2,5-dihydro-1H-pyrrol-1-yl)-2-naphthoate O=C1N(C(C=C1)=O)C1=C(C=CC2=CC=CC=C12)C(=O)OC